C(C)(C)(C)OC(=O)N1[C@H](CCC1)CC(=O)O 2-[(2R)-1-tert-butoxycarbonylpyrrolidin-2-yl]acetic acid